C(C)(C)(CC)C1=C(C=CC=C1)O 2-(tert-amyl)phenol